4-((1-(8-aza-spiro[4.5]decane-8-carbonyl)cyclopentyl)amino)benzonitrile C1CCCC12CCN(CC2)C(=O)C2(CCCC2)NC2=CC=C(C#N)C=C2